FC=1C(=CC(N(C1)C)=O)NC(=O)Cl (5-fluoro-1-methyl-2-oxo-1,2-dihydropyridin-4-yl)carbamoyl chloride